P(=O)(OF)(OF)[O-] fluoro (fluoro) phosphate